sodium n-decyl alcohol C(CCCCCCCCC)O.[Na]